COC=1C=C(C=CC1N1CCN(CC1)C)NC=1N=C(C2=C(N1)NC=C2)NC2=C(C=CC=C2)S(=O)(=O)N(C)C 2-((2-((3-Methoxy-4-(4-methylpiperazin-1-yl)phenyl)amino)-7H-pyrrolo[2,3-d]pyrimidin-4-yl)amino)-N,N-dimethylbenzenesulfonamide